(difluoromethoxy)-4-METHYLPYRIDIN-3-amine FC(OC1=NC=CC(=C1N)C)F